iso-Nonan CCCCCCC(C)C